tris(3-dimethylaminopropyl)hexahydro-s-triazine CN(CCCN1CN(CN(C1)CCCN(C)C)CCCN(C)C)C